C(C)(C)(C)OC(=O)N1C2(CC2)CN(CC1)C=1C=NC(=CC1)N 7-(6-amino-3-pyridinyl)-4,7-diazaspiro[2.5]octane-4-carboxylic acid tert-butyl ester